C(C)OS(=O)(=O)[O-].[Li+] Lithium ethylsulfat